COC=1C=C2C=CC=C(C2=CC1)C(=O)O 6-methoxynaphthalen-1-carboxylic acid